indium tris(8-hydroxyquinoline) OC=1C=CC=C2C=CC=NC12.OC=1C=CC=C2C=CC=NC12.OC=1C=CC=C2C=CC=NC12.[In]